phenyl-sulfonylfluoride C1(=CC=CC=C1)S(=O)(=O)F